NC1=NC=NC2=C(C=CC=C12)C(=O)NC1=C2C=CN=C(C2=CC=C1F)NC1=C(C(=CC=C1)Cl)F 4-amino-N-(1-((3-chloro-2-fluorophenyl)amino)-6-fluoroisoquinolin-5-yl)quinazoline-8-carboxamide